C(C)N1CC=2C=NC=C(C2C1=O)F ethyl-7-fluoro-2,3-dihydro-1H-pyrrolo[3,4-c]pyridin-1-one